ClC1=CC(=C(COC2=NC=3CN(CCC3C=C2C(F)(F)F)C[C@@H]2N(C=3C(=NC(=CC3)C(=O)OC)N2)CC2OCC2)C=C1)F methyl (S)-2-((2-((4-chloro-2-fluorobenzyl)oxy)-3-(trifluoromethyl)-5,8-dihydro-1,7-naphthyridin-7(6H)-yl)methyl)-1-(oxetan-2-ylmethyl)-3H-imidazo[4,5-b]pyridine-5-carboxylate